1-(p-tolyl)-2,13-dihydroimidazo[1,5-a]indolo[2,3-c]quinolin-4-ium chloride [Cl-].C1(=CC=C(C=C1)C=1NC=[N+]2C1C1=C(C=3C=CC=CC23)C2=CC=CC=C2N1)C